NC1=NC=C(C2=C1C(=NN2[C@@H]2CN(CC2)C(C=C)=O)C#CC2=CC(=CC(=C2)OC)OC)Br (S)-1-(3-(4-amino-7-bromo-3-((3,5-dimethoxyphenyl)ethynyl)-1H-pyrazolo[4,3-c]pyridin-1-yl)pyrrolidin-1-yl)prop-2-en-1-one